1-(3-amino-4-fluorophenyl)pyrrolidin-2-one NC=1C=C(C=CC1F)N1C(CCC1)=O